3,5-difluoro-N-hydroxy-4-((7-methoxy-2-oxo-2,3-dihydro-1H-imidazo[4,5-c][1,8]naphthyridin-1-yl)methyl)benzamide FC=1C=C(C(=O)NO)C=C(C1CN1C(NC=2C=NC=3N=C(C=CC3C21)OC)=O)F